(S)-6-chloro-4-(cyclopropylethynyl)-7-((6-oxopyrimidin-1(6H)-yl)methyl)-4-(trifluoromethyl)-3,4-dihydroquinazolin-2(1H)-one ClC=1C=C2[C@](NC(NC2=CC1CN1C=NC=CC1=O)=O)(C(F)(F)F)C#CC1CC1